tert-butyl (3S)-3-(bromomethyl)piperidine-1-carboxylate BrC[C@@H]1CN(CCC1)C(=O)OC(C)(C)C